FC(C1=NN(C=C1C=O)C=1C=NC(=CC1)C(F)(F)F)(F)F 3-(trifluoromethyl)-1-[6-(trifluoromethyl)pyridin-3-yl]-1H-pyrazole-4-carbaldehyde